2-((3S,4S)-4-amino-3-methyl-2-oxa-8-azaspiro[4.5]decan-8-yl)-3-methyl-5-((1-methyl-1H-pyrrolo[2,3-b]pyridin-4-yl)thio)pyrimidin-4(3H)-one N[C@@H]1[C@@H](OCC12CCN(CC2)C2=NC=C(C(N2C)=O)SC2=C1C(=NC=C2)N(C=C1)C)C